amino-N-hydroxybenzamide NC1=C(C(=O)NO)C=CC=C1